7-amino-6-iodo-N-((1R)-1-(2-pyrimidinyl)propyl)-N-((5-(trifluoromethyl)-2-pyridinyl)methyl)-1,8-naphthyridine-3-carboxamide NC1=C(C=C2C=C(C=NC2=N1)C(=O)N(CC1=NC=C(C=C1)C(F)(F)F)[C@H](CC)C1=NC=CC=N1)I